ClC=1C=C2C(=CC1)NC(C21CCN(CC1)CCOC1=CC(=C(C(=O)O)C=C1)C(F)(F)F)=O 4-(2-{5-chloro-2-oxo-1,2-dihydrospiro[indole-3,4'-piperidin]-1'-yl}ethoxy)-2-(trifluoromethyl)benzoic acid